C1(CC1)C1=C(C=C(C(=C1)I)C)N(C(C#CC)=O)C1=CC=C2C(=N1)C(=NN2C)OCC=2C=C(C(=O)OC(C)(C)C)C=CC2 tert-butyl 3-(((5-(N-(2-cyclopropyl-4-iodo-5-methylphenyl)but-2-ynamido)-1-methyl-1H-pyrazolo[4,3-b]pyridin-3-yl)oxy)methyl)benzoate